iridium tris-(2-phenylpyridine) C1(=CC=CC=C1)C1=NC=CC=C1.C1(=CC=CC=C1)C1=NC=CC=C1.C1(=CC=CC=C1)C1=NC=CC=C1.[Ir]